BrC=1C=NN2C1C=C(C=C2)C(=O)N 3-bromopyrazolo[1,5-a]pyridine-5-carboxamide